C[C@@H]1O[C@@H](CN(C1)C1=C2CCN(CC2=CC=N1)C(=O)OC(C)(C)C)C tert-butyl 5-((cis)-2,6-dimethylmorpholino)-3,4-dihydro-2,6-naphthyridine-2(1H)-carboxylate